C(C=C)OCCOCCOC diethylene glycol mono(methyl) allyl ether